2-(2-isopropylphenyl)-9-(4-(3-(piperidin-3-yl)-1H-pyrazol-1-yl)benzyl)-7,9-dihydro-8H-purin-8-one C(C)(C)C1=C(C=CC=C1)C1=NC=C2NC(N(C2=N1)CC1=CC=C(C=C1)N1N=C(C=C1)C1CNCCC1)=O